[OH-].[OH-].C(CCCC[N+]1=C2C(=CC=C1)CCC2)[N+]2=C1C(=CC=C2)CCC1 1,1'-(pentane-1,5-diyl)bis(6,7-dihydro-5H-cyclopenta[b]pyridin-1-ium) dihydroxide